C(C)(C)(C)C1=CC(=CC=2C(=C(OC21)C2=C(C=C(C=C2)OC)OC)C(=O)OCC)O ethyl 7-(tert-butyl)-2-(2,4-dimethoxyphenyl)-5-hydroxybenzofuran-3-carboxylate